(3E)-1-bromo-15,15-diethoxy-3-pentadecene BrCC\C=C\CCCCCCCCCCC(OCC)OCC